2-{2-[1-(2,6-dichlorophenyl)ethyl]-1-[3,3'-difluoro-4'-(hydroxy-methyl)-5'-(methylsulfonyl)biphenyl-4-yl]-1H-imidazol-4-yl}propan-2-ol ClC1=C(C(=CC=C1)Cl)C(C)C=1N(C=C(N1)C(C)(C)O)C1=C(C=C(C=C1)C1=CC(=C(C(=C1)S(=O)(=O)C)CO)F)F